BrC=1C=C(C(=C2C(=NN(C12)CC(=O)O)N1C(C2=CC=CC=C2C1=O)=O)OC1=C(C=CC(=C1)F)Cl)NC(C1=CC(=CC(=C1)C(F)(F)F)F)=O [7-bromo-4-(2-chloro-5-fluorophenoxy)-3-(1,3-dioxoisoindol-2-yl)-5-[3-fluoro-5-(trifluoromethyl)benzamido]indazol-1-yl]acetic acid